3-(trimethoxysilyl)propyldimethyltetradecyl-ammonium chloride [Cl-].CO[Si](CCC[N+](CCCCCCCCCCCCCC)(C)C)(OC)OC